C1(CC1)C1=NC=NC(=C1C1=NN2C(N(C(CC2)=O)[C@@H](C)C2=CC=C(C=C2)C=2N(C=C(N2)C(F)(F)F)CC)=N1)OC(F)F (S)-2-(4-cyclopropyl-6-(difluoromethoxy)pyrimidin-5-yl)-4-(1-(4-(1-ethyl-4-(trifluoromethyl)-1H-imidazol-2-yl)phenyl)ethyl)-6,7-dihydro-[1,2,4]triazolo[1,5-a]pyrimidin-5(4H)-one